C1(CCCC1)C1=C2C=C(N=CC2=CC=N1)NC1=CC=C(C=C1)S(=O)(=O)C 5-cyclopentyl-N-(4-(methylsulfonyl)phenyl)-2,6-naphthyridin-3-amine